FC1(C(C12CCN(CC2)C(=O)OC(C)(C)C)C(N(C)OC)=O)F tert-butyl 1,1-difluoro-2-[methoxy (methyl) carbamoyl]-6-azaspiro[2.5]octane-6-carboxylate